5-(2-methoxyethoxy)thiazolo[4,5-b]pyridin-2-amine COCCOC1=CC=C2C(=N1)N=C(S2)N